FC=1C=C(C=NC1OC1=CC=C(C=C1)F)S(=O)(=O)N1[C@H]([C@@H]2CC[C@H](C1)N2C(=O)OCCOC)C(NO)=O 2-methoxyethyl (1S,2R,5R)-3-((5-fluoro-6-(4-fluorophenoxy)pyridin-3-yl)sulfonyl)-2-(hydroxycarbamoyl)-3,8-diazabicyclo[3.2.1]octane-8-carboxylate